C(C)OC(CN1N=C(C=C(C1=O)OC1=CC=CC=C1)C(=C)C)=O 2-(6-oxo-5-phenoxy-3-(prop-1-en-2-yl)pyridazin-1(6H)-yl)acetic acid ethyl ester